N(N)C1CC(C1)C(=O)OCC ethyl 3-hydrazinocyclobutane-1-carboxylate